(oxiran-2-yl-methyl)isoindoline-1,3-dione O1C(C1)CN1C(C2=CC=CC=C2C1=O)=O